(2R,3R)-(+)-2,3-bis(diphenylphosphino)butane C[C@H]([C@@H](C)P(C1=CC=CC=C1)C2=CC=CC=C2)P(C3=CC=CC=C3)C4=CC=CC=C4